C(=O)(O)[C@H](O)[C@@H](O)C(=O)O.C(=O)(O)[C@H](O)[C@@H](O)C(=O)O.CN1CCN(CC1)CC(=O)N1CCN(C2=CC=CC=C12)C1=NC=CC=C1 2-(4-methylpiperazin-1-yl)-1-(4-(pyridin-2-yl)-3,4-dihydroquinoxalin-1(2H)-yl)ethan-1-one di-L-Tartrate